ClC=1C=C(CN2C3CN(CC2C3)C3=CC=C(C=N3)C=3C=2N(C=C(C3)OCC(C)(C)O)N=CC2C#N)C=CC1OC 4-(6-(6-(3-chloro-4-methoxybenzyl)-3,6-diazabicyclo[3.1.1]heptan-3-yl)pyridin-3-yl)-6-(2-hydroxy-2-methylpropoxy)-pyrazolo[1,5-a]pyridine-3-carbonitrile